NC1CN(C1)C=1C=C2C(=CC(=NC2=C(C1)F)C1CC1)N(C=1SC(=C(N1)C=1C=NC(=CC1)C)C#N)C 2-((6-(3-Aminoazetidin-1-yl)-2-cyclopropyl-8-fluoroquinolin-4-yl)(methyl)amino)-4-(6-methylpyridin-3-yl)thiazole-5-carbonitrile